6-Chloro-4-((2S,5R)-4-(1-(4-chlorophenyl)-2-methylpropyl)-2,5-dimethylpiperazin-1-yl)-3-nitro-N-(((S)-tetrahydrofuran-2-yl)methyl)pyridin-2-amine ClC1=CC(=C(C(=N1)NC[C@H]1OCCC1)[N+](=O)[O-])N1[C@H](CN([C@@H](C1)C)C(C(C)C)C1=CC=C(C=C1)Cl)C